O=C1N(CCC(N1)=O)C1=N[NH+](C2=CC(=CC=C12)[NH+](C1CC[NH2+]CC1)C)C [3-(2,4-dioxohexahydropyrimidin-1-yl)-1-methyl-1H-indazol-1-ium-6-yl]-methyl-piperidin-1-ium-4-yl-ammonium